FC=1C=C(C=C(C1)F)C1CNCCC1 3-(3,5-difluorophenyl)piperidine